2-((8-benzoyl-1-oxo-2,8-diazaspiro[4.5]decan-2-yl)methyl)-4-fluorobenzonitrile C(C1=CC=CC=C1)(=O)N1CCC2(CCN(C2=O)CC2=C(C#N)C=CC(=C2)F)CC1